C(C)(C)(C)OC(=O)N1CCN(CC1)C1=C(C=C(C(=C1)[N+](=O)[O-])C)C.NC1=CC=CC(=N1)S(=O)(=O)NC1=NC(=C(C(=C1)C(F)(F)F)Cl)C1=C(C=CC=C1)C 6-amino-N-(5-chloro-6-(o-tolyl)-4-(trifluoromethyl)pyridin-2-yl)pyridine-2-sulfonamide tert-butyl-4-(2,4-dimethyl-5-nitro-phenyl)piperazine-1-carboxylate